C1=CC=CC=2C3=CC=CC=C3N(C12)C=1C=C(C=CC1)C1=CC(=CC=C1)C1=CN=C2C(=N1)OC=1C2=C2C=CC=CC2=C2C=CC=CC21 11-[(3'-9H-carbazol-9-yl)biphenyl-3-yl]phenanthro[9',10':4,5]furo[2,3-b]pyrazine